2-Methyl-1-(6-((7-((4-(methylsulfonyl)phenyl)amino)-2,6-naphthyridin-1-yl)ethynyl)-2H-indazol-2-yl)propan-2-ol CC(CN1N=C2C=C(C=CC2=C1)C#CC1=NC=CC2=CN=C(C=C12)NC1=CC=C(C=C1)S(=O)(=O)C)(C)O